tert-Butyl (2S)-2-(3-ethoxy-3-oxo-propanoyl)pyrrolidine-1-carboxylate C(C)OC(CC(=O)[C@H]1N(CCC1)C(=O)OC(C)(C)C)=O